C1(=CC=CC2=CC=CC=C12)C(C(=O)OCC)C Ethyl 2-(naphthalen-1-yl)propanoate